(S)-1-((R)-(2-((R)-1-Amino-2-((1,1,1-trifluoro-2-methylpropan-2-yl)oxy)ethyl)-1H-benzo[d]imidazol-5-yl)(cyclopropyl)methyl)-4-(trifluoromethyl)imidazolidin-2-one N[C@@H](COC(C(F)(F)F)(C)C)C1=NC2=C(N1)C=CC(=C2)[C@H](N2C(N[C@@H](C2)C(F)(F)F)=O)C2CC2